methyl 4-(3-(2-(dimethylamino) ethyl)-1H-indol-1-yl)-4-oxobutanoate CN(CCC1=CN(C2=CC=CC=C12)C(CCC(=O)OC)=O)C